FC1=C(C=C(C(=C1)F)NC(N[C@@H](C)C=1N(N=CN1)C1=NC=CC=N1)=O)NC(C)=O N-[2,4-difluoro-5-[[(1S)-1-(2-pyrimidin-2-yl-1,2,4-triazol-3-yl)ethyl]carbamoylamino]phenyl]acetamide